C1(=C(C(=C(C=2C(=CC(=C(C12)[2H])[2H])[2H])[2H])[2H])C1=C(C2=C(C(=C(C(=C2C(=C1[2H])[2H])[2H])[2H])[2H])[2H])[2H])[2H] 2,2'-binaphthalen-1,1',3,3',4,4',5,5',6',7,7',8,8'-d13